N[C@H](C(=O)O)CCC1=CC=C(C=C1)S(=O)(=O)C (2S)-2-amino-4-(4-methyl-sulfonylphenyl)butanoic acid